(S)-1-((2-(trimethylsilyl)ethoxy)methyl)-1H-pyrazole-5-sulfinamide C[Si](CCOCN1N=CC=C1[S@](=O)N)(C)C